FC1([C@H](CN(CC1)[C@H](C(=O)NC=1SC2=C(N1)C=C1C(=C2)OCCO1)C)C1=CNC(C=C1)=O)F (S)-2-((S)-4,4-difluoro-3-(6-oxo-1,6-dihydropyridin-3-yl)piperidin-1-yl)-N-(6,7-dihydro-[1,4]dioxino[2',3':4,5]benzo[1,2-d]thiazol-2-yl)propanamide